C(C)(C)C=1C(=C(C2=C(CC=C3C(=C2)C=CC(C3(C)C)O)C1)OC)OC 8-isopropyl-6,7-dimethoxy-1,1-dimethyl-2,10-dihydro-1H-dibenzo[a,d][7]annulen-2-ol